ClC=1C(NN=CC1N1CC2=C(C[C@H]1C)N(N=N2)[C@@H](C)C2=C(C=CC=C2)C(F)(F)F)=O 4-chloro-5-[(6R)-6-methyl-1-[(1S)-1-[2-(trifluoromethyl)phenyl]ethyl]-1H,4H,5H,6H,7H-[1,2,3]triazolo[4,5-c]pyridin-5-yl]-2,3-dihydropyridazin-3-one